2,2',3,3',5,5'-hexamethyl-(1,1'-biphenyl) CC1=C(C=C(C=C1C)C)C1=C(C(=CC(=C1)C)C)C